NC=1C=2N(C=CN1)C(=NC2C2=CC(=C(C=C2)NC(OC(C)(C)C)=O)OC)CCN2CCC(CC2)(C)O tert-Butyl (4-(8-amino-3-(2-(4-hydroxy-4-methylpiperidin-1-yl)ethyl)imidazo[1,5-a]pyrazin-1-yl)-2-methoxyphenyl)carbamate